C[C@@H](C1=CC=CC=C1)NCC2=CC=CC=C2 (S)-(-)-N-benzyl-1-phenylethylamine